1-(2-nitro-4,5-bis((tetrahydro-2H-pyran-2-yl)oxy)styryl)pyrrolidine [N+](=O)([O-])C1=C(C=CN2CCCC2)C=C(C(=C1)OC1OCCCC1)OC1OCCCC1